F[C@@H]1[C@@H]([C@@H](N(C1)C(C(C)(C)O)=O)CC=1C(=C(C=CC1)C1=C(C=CC(=C1)F)F)F)NS(=O)(=O)CC N-{(2S,3R,4S)-4-fluoro-1-{2-hydroxy-2-methylpropanoyl}-2-[(2,2',5'-trifluoro[1,1'-biphenyl]-3-yl)methyl]pyrrolidin-3-yl}-ethanesulfonamide